C(#N)[C@H]1N(CSC1)C(CNC(=O)C1=CC=NC2=CC=C(C=C12)N1[C@H]([C@@H](OCC1)C)C)=O N-(2-((R)-4-Cyanothiazolidin-3-yl)-2-oxoethyl)-6-((2S,3S)-2,3-dimethylmorpholino)quinoline-4-carboxamide